Cl.C(C)N(CC)CCC(C(=O)O)(C)C1=CC=C(C=C1)CC(C)C diethylaminoethyl-2-(p-isobutylphenyl)propionic acid hydrochloride